2-hydroxymethyl-1,3-butanediol OCC(CO)C(C)O